FC(C(=O)O)(F)F.FC(C(=O)O)(F)F.C(N)(=N)C1=CC=C(S1)CNC([C@H](C)NC(=O)[C@@H]1NCC[C@@H](C1)C1=CC=CC=C1)=O (2R,4S)-N-((S)-1-(((5-amidinothiophen-2-yl)methyl)amino)-1-oxoprop-2-yl)-4-phenylpiperidine-2-carboxamide bis-trifluoroacetate